ClC=1C(N(C(=CC1OCC1=NC=C(C=C1Cl)Cl)C)C1=CC(=NC=C1C)N1N=C(C=C1)C(C)(C)O)=O 3-chloro-4-((3,5-dichloropyridin-2-yl)methoxy)-2'-(3-(2-hydroxypropan-2-yl)-1H-pyrazol-1-yl)-5',6-dimethyl-2H-[1,4'-bipyridin]-2-one